O1CCN(CC1)C1(C(NC2=C(C=CC=C12)C(F)(F)F)=O)C1=CC=C(C=C1)B1OC(C(O1)(C)C)(C)C 3-morpholino-3-(4-(4,4,5,5-tetramethyl-1,3,2-dioxaborolan-2-yl)phenyl)-7-(trifluoromethyl)indolin-2-one